[(1R,2S,4R)-4-[[5-[5-Methyl-4-[(1R)-7-(2-trimethylsilylethynyl)isochroman-1-yl]thiophene-2-carbonyl]pyrimidin-4-yl]amino]-2-triisopropylsilyloxy-cyclopentyl]methyl sulfamate S(N)(OC[C@@H]1[C@H](C[C@@H](C1)NC1=NC=NC=C1C(=O)C=1SC(=C(C1)[C@@H]1OCCC2=CC=C(C=C12)C#C[Si](C)(C)C)C)O[Si](C(C)C)(C(C)C)C(C)C)(=O)=O